COC1=CC=C(C=C1)C=1C=C2C(=NC1)NC(N2CC=2C=C(C#N)C=CC2)=O 3-[[6-(4-methoxyphenyl)-2-oxo-3H-imidazo[4,5-b]pyridin-1-yl]methyl]benzonitrile